N1(N=CN=C1)C1=C(C=CC=C1)CN (2-(1H-1,2,4-triazol-1-yl)phenyl)methanamine